2-(6-((3s,4s)-3-amino-4-fluoropyrrolidin-1-yl)-4-cyclopropylpyridin-2-yl)-4-(2-fluoro-6-methoxyphenyl)-2,3-dihydro-1H-pyrrolo[3,4-c]pyridin-1-one N[C@H]1CN(C[C@@H]1F)C1=CC(=CC(=N1)N1CC=2C(=NC=CC2C1=O)C1=C(C=CC=C1OC)F)C1CC1